2-hydroxy-3-[(1R*,2R*)-2-(trifluoromethyl)cyclopropyl]-2H-furan-5-one OC1OC(C=C1[C@H]1[C@@H](C1)C(F)(F)F)=O |o1:6,7|